COCCNC1=NC=C(C=C1)N N2-(2-methoxyethyl)-2,5-pyridinediamine